NC1=C(C2=C(S1)C(=CC=C2C2=C1C(=NN3C1=C(C=C2F)C(N2[C@@H](CC3)CNCC2)=O)Cl)F)C#N 2-Amino-4-((S)-4-chloro-2-fluoro-14-oxo-8,8a,9,10,11,12-hexahydro-7H,14H-pyrazino[1',2':5,6][1,5]diazocino[3,2,1-hi]indazol-3-yl)-7-fluorobenzo[b]thiophene-3-carbonitrile